CC1=CC(=C(C=C1)S(=O)(=O)N1[C@@H](CCC1)C(=O)OC(C)(C)C)C1=NC(=CC=C1)CCC=O tert-butyl ((4-methyl-2-(6-(3-oxopropyl)pyridine-2-yl)phenyl)sulfonyl)-L-prolinate